(S)-6-(3-(tert-Butoxycarbonyl)-5-((3-chloro-2,4-difluorophenyl)(methyl)carbamoyl)-2-oxoimidazolidin-1-yl)-4-(trifluoromethyl)thieno[2,3-b]pyridine-2-carboxylic acid C(C)(C)(C)OC(=O)N1C(N([C@@H](C1)C(N(C)C1=C(C(=C(C=C1)F)Cl)F)=O)C1=CC(=C2C(=N1)SC(=C2)C(=O)O)C(F)(F)F)=O